FC(C1=C(N=C(O1)C=1N(N=C(C1OCC1=CC=C(C=C1)OC)C)CC)C1=NC(=CC2=C1C=NN2C)C(=O)NCC2=C(C=C(C=C2)OC)OC)F 4-[5-(difluoromethyl)-2-[2-ethyl-4-[(4-methoxyphenyl)methoxy]-5-methyl-pyrazol-3-yl]oxazol-4-yl]-N-[(2,4-dimethoxyphenyl)-methyl]-1-methyl-pyrazolo[4,3-c]pyridine-6-carboxamide